3-fluoro-6,7-dimethoxy-4-(2,8-diazaspiro[4.5]decan-8-yl)quinoline FC=1C=NC2=CC(=C(C=C2C1N1CCC2(CCNC2)CC1)OC)OC